NC1=C(C=C(C=C1)C1=NC=C(C#N)C=C1)F 6-(4-amino-3-fluorophenyl)nicotinonitrile